C1(=CC=CC=2OC3=C(C21)C=CC=C3)C=3C=C(N)C=CC3 3-(dibenzofuranyl)-aniline